methyldi(2,3-dimethylphenyl)silane C[SiH](C1=C(C(=CC=C1)C)C)C1=C(C(=CC=C1)C)C